FC(C1=CC=C(C=C1)C=1C=2N(C=C(N1)\C(\C)=N/O)C=CN2)(F)F (Z)-1-(8-(4-(trifluoromethyl)phenyl)imidazo[1,2-a]pyrazin-6-yl)ethan-1-one oxime